3-(2,8,9-trioxa-5-aza-1-silabicyclo[3.3.3]undecane-1-yl)-N,N-dimethylpropan-1-amine [Si]12(OCCN(CCO1)CCO2)CCCN(C)C